(3,3-difluorocyclohexyl)methylamine hydrochloride Cl.FC1(CC(CCC1)CN)F